BrC=1C=C(C=C(C1)F)C1OC2=C(C1)C=C(C(=C2)F)Cl 2-(3-bromo-5-fluorophenyl)-5-chloro-6-fluoro-2,3-dihydro-1-benzofuran